C(=O)(O)CC1=CC(=C(C=C1O)C1=NC2=C(N1)C=CC=C2C(=O)O)O 2-(4-(Carboxymethyl)-2,5-dihydroxyphenyl)-1H-benzo[d]imidazole-4-carboxylic acid